3-bromo-1H-pyrrolo[3,2-b]Pyridine-1,2-dicarboxylic acid 1-(tert-butyl) 2-methyl ester COC(=O)C1=C(C2=NC=CC=C2N1C(=O)OC(C)(C)C)Br